2-(1H-indol-3-yl-2,4,5,6,7-d5)-N,N-dimethylethan-1-amine N1C(=C(C2=C(C(=C(C(=C12)[2H])[2H])[2H])[2H])CCN(C)C)[2H]